BrC1=C(C=C(C=C1)C1(CC1)C#N)F 1-(4-bromo-3-fluorophenyl)cyclopropane-1-carbonitrile